FC(S(=O)(=O)OC=1CCOC(C1)C=1C=NN(C1)C)(F)F 6-(1-methyl-1H-pyrazol-4-yl)-3,6-dihydro-2H-pyran-4-yl trifluoromethane-sulfonate